(S)-quinuclidin-3-yl (7-(4-(2-methoxyethoxy)phenyl)-1,2,3,4-tetrahydronaphthalen-1-yl)carbamate COCCOC1=CC=C(C=C1)C1=CC=C2CCCC(C2=C1)NC(O[C@@H]1CN2CCC1CC2)=O